O=C1NC2=C(N1C1CC(C1)C=1NC(C3=C(N1)CCSC3)=O)C=CC(=C2)C#N 2-oxo-1-((1r,3r)-3-(4-oxo-3,5,7,8-tetrahydro-4H-thiopyrano[4,3-d]pyrimidin-2-yl)cyclobutyl)-2,3-dihydro-1H-benzo[d]imidazole-5-carbonitrile